1-(3,5-di-t-butylphenyl)-1-methylethylcarbamate C(C)(C)(C)C=1C=C(C=C(C1)C(C)(C)C)C(C)(C)NC([O-])=O